tert-butyl (3S)-3-methyl-4-[4-({3-methyl-4-[(1-methyl-1,3-benzodiazol-5-yl)methyl]phenyl}amino)quinazolin-6-yl]piperazine-1-carboxylate C[C@H]1CN(CCN1C=1C=C2C(=NC=NC2=CC1)NC1=CC(=C(C=C1)CC1=CC2=C(N(C=N2)C)C=C1)C)C(=O)OC(C)(C)C